CC1=C(C=C(C=C1[N+](=O)[O-])[N+](=O)[O-])O 2-methyl-3,5-dinitrophenol